4,4'-dimethylaminobenzanilide CNC1=CC=C(C(=O)NC2=CC=C(C=C2)NC)C=C1